FC1=C(C=C(C(=C1)N)F)C1=CC=C(N)C=C1 2,5-difluorobenzidine